methyl (R)-pyrrolidine-3-carboxylate hydrochloride Cl.N1C[C@@H](CC1)C(=O)OC